Ethyl 3-(5-carbamoyl-7-fluoro-4-methoxy-1H-benzo[d]imidazol-2-yl)-4-chloro-7-fluorobenzo[b]thiophene-2-carboxylate C(N)(=O)C1=C(C2=C(NC(=N2)C=2C3=C(SC2C(=O)OCC)C(=CC=C3Cl)F)C(=C1)F)OC